N-(3-(3,4-difluorophenyl)-5-(trifluoromethyl)pyrazolo[1,5-a]pyridin-2-yl)-3-hydroxy-3-methylbutanamide FC=1C=C(C=CC1F)C=1C(=NN2C1C=C(C=C2)C(F)(F)F)NC(CC(C)(C)O)=O